3-methoxy-4-(((8-methyl-4-oxochroman-7-yl)oxy)(pyridin-4-yl)methyl)benzonitrile COC=1C=C(C#N)C=CC1C(C1=CC=NC=C1)OC1=CC=C2C(CCOC2=C1C)=O